pyrrolidin-1-yl-4-(5,6,7,8-tetrahydroimidazo[1,5-a]pyrazin-3-yl)aniline N1(CCCC1)NC1=CC=C(C=C1)C1=NC=C2N1CCNC2